4-(difluoromethoxy)benzonitrile FC(OC1=CC=C(C#N)C=C1)F